tert-butyl 4-[3-formyl-4-(methoxycarbonyl)phenyl]piperazine-1-carboxylate C(=O)C=1C=C(C=CC1C(=O)OC)N1CCN(CC1)C(=O)OC(C)(C)C